(R)-3-ethynyl-5-(8-methyl-5,6,7,8-tetrahydro-[1,2,4]triazolo[4,3-a]pyrazin-3-yl)-1,2,4-thiadiazole C(#C)C1=NSC(=N1)C1=NN=C2N1CCN[C@@H]2C